CCOC(=O)NO N-HYDROXYURETHANE